(S)-3-(3-fluoro-4-methylphenyl)-N-(5-(hydroxymethyl)-2-methoxyphenyl)-3-(1,2,4-thiadiazol-5-yl)pyrrolidine-1-carboxamide FC=1C=C(C=CC1C)[C@@]1(CN(CC1)C(=O)NC1=C(C=CC(=C1)CO)OC)C1=NC=NS1